C(CCCCCCCCCCC)(=O)OC[C@H]1N([C@@H]2N(C(C1)=O)[C@H](C(N(C2)CC2=CC=CC1=CC=CC=C21)=O)CC2=CC=C(C=C2)O)C(NCC2=CC=CC=C2)=O ((2S,6S,9aS)-1-(benzylcarbamoyl)-6-(4-hydroxybenzyl)-8-(naphthalen-1-ylmethyl)-4,7-dioxooctahydro-2H-pyrazino[1,2-a]pyrimidin-2-yl)methyl dodecanoate